OCC1=CC=C2C=CC=C(C2=C1)B(O)O 7-(HYDROXYMETHYL)NAPHTHALENE-1-BORONIC ACID